4-(2-methyl-6-morpholinopyridin-3-yl)adamantane-1,4-diamine CC1=NC(=CC=C1C1(C2CC3(CC(CC1C3)C2)N)N)N2CCOCC2